6-t-butyl-2-(3-t-butyl-2-hydroxy-6-pentadecyl benzyl)-3-pentadecyl phenethyl phosphate P(=O)(OC(C(C)CC1=C(C(=CC=C1CCCCCCCCCCCCCCC)C(C)(C)C)O)CCC(CCCCCCCCC)C(C)(C)C)(OCCC1=CC=CC=C1)[O-]